Dimethyl 4-amino-5-methylphthalate NC=1C=C(C(C(=O)OC)=CC1C)C(=O)OC